N[C@@]1([C@H](C[C@@H](C1)CNCC1=CC=C(C=C1)C1=CC=C(C=C1)Cl)CCCB(O)O)C(=O)O (1S,2S,4S)-1-amino-2-(3-boronopropyl)-4-((((4'-chloro-[1,1'-biphenyl]-4-yl)methyl)amino)methyl)cyclopentanecarboxylic acid